Ethyl (R)-4-(3-bromophenyl)-2-(tert-butylsulfinyl)-2,3-dihydro-1H-pyrrolo[3,4-c]pyridine-6-carboxylate BrC=1C=C(C=CC1)C1=NC(=CC2=C1CN(C2)[S@](=O)C(C)(C)C)C(=O)OCC